Methyl 8-fluoro-6-(4,4,5,5-tetramethyl-1,3,2-dioxaborolan-2-yl)quinoline-4-carboxylate FC=1C=C(C=C2C(=CC=NC12)C(=O)OC)B1OC(C(O1)(C)C)(C)C